(E)-3-(4-methoxystyryl)pyridine COC1=CC=C(/C=C/C=2C=NC=CC2)C=C1